(5-ethoxy-2,8-dimethyl-3-(1,3,4-oxadiazol-2-yl)-1,4-dihydro-1,6-naphthyridin-4-yl)-3-methoxybenzonitrile C(C)OC1=C2C(C(=C(NC2=C(C=N1)C)C)C=1OC=NN1)C1=C(C#N)C=CC=C1OC